CN1C=CC(=C1)B1OC(C(O1)(C)C)(C)C 1-methyl-4-(4,4,5,5-tetramethyl-1,3,2-dioxaborolan-2-yl)pyrrole